CC1=NN2C(N=C(C3=CC=CC=C23)C2=CC=NC=C2)=C1 2-methyl-5-(pyridin-4-yl)pyrazolo[1,5-a]quinazoline